C12N(C3CC(CC(C1)C3)C2)N 2-azaadamantane-2-amine